6-Fluoro-N-(2-((2S,3R)-2-methylazepan-3-yl)thieno[2,3-b]pyridin-4-yl)benzo[d]thiazol-5-amine FC1=CC2=C(N=CS2)C=C1NC1=C2C(=NC=C1)SC(=C2)[C@H]2[C@@H](NCCCC2)C